COC1=C(CN2[C@@H](C(NCC2)=O)COC)C=CC(=C1)OC (R)-4-(2,4-dimethoxybenzyl)-3-(methoxymethyl)piperazin-2-one